N-benzyl-1-cyclohexylpentan-2-amine C(C1=CC=CC=C1)NC(CC1CCCCC1)CCC